BrC1=CC=C2C(=CC(=NC2=C1)C1=CC=CC=C1)Cl 7-bromo-4-chloro-2-phenylquinoline